2-((2-azidoethoxy)methyl)benzoic acid N(=[N+]=[N-])CCOCC1=C(C(=O)O)C=CC=C1